OCC1CN(C1)C1=CC=C2CN(C(C2=C1)=O)N1C(CCCC1=O)=O (6-(3-(hydroxymethyl)azetidin-1-yl)-1-oxoisoindolin-2-yl)piperidine-2,6-dione